C(C)(C)C1=C(C=CC=C1)C1N(CCC1)C1CC2(C1)CCN(CC2)C2=CC=C(C(=O)O)C=C2 4-(2-(2-(2-isopropylphenyl)pyrrolidin-1-yl)-7-azaspiro[3.5]Non-7-yl)benzoic acid